N-(8-(4,4-difluoropiperidin-1-yl)imidazo[1,2-a]pyridin-6-yl)-4-iodo-2-(6-azaspiro[2.5]oct-6-yl)benzamide FC1(CCN(CC1)C=1C=2N(C=C(C1)NC(C1=C(C=C(C=C1)I)N1CCC3(CC3)CC1)=O)C=CN2)F